[3-(triazol-2-yl)phenyl]methanone N=1N(N=CC1)C=1C=C(C=CC1)C=O